OC[C@H]1N(CC2=CC=CC=C2C1)C(=O)C1=C(C=C(C(=C1)OC)O[Si](C(C)C)(C(C)C)C(C)C)[N+](=O)[O-] (S)-(3-(hydroxymethyl)-3,4-dihydroisoquinolin-2(1H)-yl)(5-methoxy-2-nitro-4-((triisopropylsilyl)oxy)phenyl)methanone